4-(2,3-bis((2-(trimethylsilyl)ethoxy)methoxy)phenyl)piperidine-1-carboxylic acid tert-butyl ester C(C)(C)(C)OC(=O)N1CCC(CC1)C1=C(C(=CC=C1)OCOCC[Si](C)(C)C)OCOCC[Si](C)(C)C